C(#N)C=1C(=NN2C1N=CC=C2C2CCN(CC2)C(=O)OC(C)(C)C)C2=CC(=C(C(=C2)OC)C2CC2)OC tert-butyl 4-(3-cyano-2-(4-cyclopropyl-3,5-dimethoxyphenyl)pyrazolo[1,5-a]pyrimidin-7-yl)piperidine-1-carboxylate